4-(5-{cyclopropyl[(1S,2S,3R,5R)-2-fluoro-8-azabicyclo[3.2.1]octan-3-yl]amino}pyrazin-2-yl)-2-fluoro-5-hydroxy-N,N-dimethylbenzamide C1(CC1)N(C=1N=CC(=NC1)C1=CC(=C(C(=O)N(C)C)C=C1O)F)[C@H]1[C@H]([C@@H]2CC[C@H](C1)N2)F